N1=CC=C(C=C1)NC1=CC=C(C=C1)NC(C1=CC=C(C=C1)NC1=CC=NC2=CC=C(C=C12)C#CC(F)(F)F)=O N-(4-(pyridin-4-ylamino)phenyl)-4-((6-(3,3,3-trifluoroprop-1-yn-1-yl)quinolin-4-yl)amino)benzamide